(4-((bicyclo[1.1.1]pentan-1-ylmethyl)amino)-2-((1-((dimethylamino)methyl)cyclopropyl)methoxy)-5,7-dihydro-6H-pyrrolo[3,4-d]pyrimidin-6-yl)(3-hydroxy-8-iodonaphthalen-1-yl)methanone C12(CC(C1)C2)CNC=2C1=C(N=C(N2)OCC2(CC2)CN(C)C)CN(C1)C(=O)C1=CC(=CC2=CC=CC(=C12)I)O